OC1(CCC(CC1)NC(=O)C=1C(=CC=2N(N1)C(=CN2)C2=CC=NC1=CC=CC=C21)C2=CC=C(C=C2)N2CCNCC2)C N-((1R,4R)-4-Hydroxy-4-methylcyclohexyl)-7-(4-(piperazin-1-yl)phenyl)-3-(quinolin-4-yl)imidazo[1,2-b]pyridazine-6-carboxamide